5-(methylamino)pyrazine-2-carboxamide CNC=1N=CC(=NC1)C(=O)N